C(N)(=O)C1(COC(OC1)(C)C)NC(=O)C1=C(OC2=C1C=C(C=C2)[C@H]2[C@@H](C2)C2=CC=CC=C2)C N-(5-carbamoyl-2,2-dimethyl-1,3-dioxan-5-yl)-2-methyl-5-(trans-2-phenylcyclopropyl)benzofuran-3-carboxamide